C(C)(C)(C)OC(=O)N1CC(CC1)C1=C2C(=NC=C1)NCC2.N2CCC=1C2=NC=CC1C1CN(CC1)C(=O)OC(C)(C)C tert-butyl 3-(2,3-dihydro-1H-pyrrolo[2,3-b]pyridin-4-yl)pyrrolidine-1-carboxylate tert-butyl-3-(2,3-dihydro-1H-pyrrolo[2,3-b]pyridin-4-yl)pyrrolidine-1-carboxylate